(R)-1-(4-(4-((1-(3-(difluoromethyl)-2-fluorophenyl)ethyl)amino)quinolin-6-yl)-4-fluoropiperidin-1-yl)-2-methylpropan-1-one FC(C=1C(=C(C=CC1)[C@@H](C)NC1=CC=NC2=CC=C(C=C12)C1(CCN(CC1)C(C(C)C)=O)F)F)F